NC1=NC=2C=C(C(=CC2C2=C1C=NN2C)C(=O)N(C)C2COC1=C2C=CC(=C1)C#CC1=NN(C=C1C)C)F 4-amino-N-(6-((1,4-dimethyl-1H-pyrazol-3-yl)ethynyl)-2,3-dihydrobenzofuran-3-yl)-7-fluoro-N,1-dimethyl-1H-pyrazolo[4,3-c]quinoline-8-carboxamide